(3R)-6-[1-(1-acetylpiperidin-4-yl)-1-hydroxyethyl]-3-(4-chlorophenyl)-2-[(5-chloropyridin-2-yl)methyl]-4-fluoro-3-(2-hydroxyethoxy)-2,3-dihydro-1H-isoindol-1-one C(C)(=O)N1CCC(CC1)C(C)(O)C1=CC(=C2[C@](N(C(C2=C1)=O)CC1=NC=C(C=C1)Cl)(OCCO)C1=CC=C(C=C1)Cl)F